CC=1N=NC(=CC1C(=O)O)C 3,6-Dimethylpyridazine-4-carboxylic acid